C(C1=CC=CC=C1)OC1=C(C=CC=C1)N1C[C@@H]2COCCN2CC1 (R)-8-(2-(benzyloxy)phenyl)octahydropyrazino[2,1-c][1,4]oxazine